2-phenyl-7-((1-propyl-1H-indol-3-yl)methyl)-3,5,6,7,8,9-hexahydro-4H-pyrimido[4,5-d]azepin-4-one C1(=CC=CC=C1)C=1NC(C2=C(CCN(CC2)CC2=CN(C3=CC=CC=C23)CCC)N1)=O